7-methoxy-1-methyl-1H-pyrrolo[2,3-c]pyridine COC=1N=CC=C2C1N(C=C2)C